C(C=C)NC(=O)C1=C(C(=CC=2N1N=CC2)C)NC(=O)C2=CC(=NN2C2=NC=CC=C2Cl)OC N-Allyl-6-(1-(3-chloropyridin-2-yl)-3-methoxy-1H-pyrazol-5-carboxamido)-5-methylpyrazolo[1,5-a]pyridin-7-carboxamid